ClC=1C=CC=2N(C1[C@@H](O)C=1N=NN(C1C)C1=CC(=C(C=C1)OCOC)F)C(=NC2)SCC |r| rac-(6-chloro-3-(ethylthio)imidazo[1,5-a]pyridin-5-yl)(1-(3-fluoro-4-(methoxymethoxy)phenyl)-5-methyl-1H-1,2,3-triazol-4-yl)methanol